N1(CCC(CC1)C(=O)N)C1CCNCC1 [1,4'-bipiperidine]-4-carboxamide